O1OP(C=CC2=C1C=CC=C2)=O benzodioxaphosphepine 3-oxide